tert-butyl 3-{6-oxo-5-azaspiro[2.4]heptan-5-yl}-4H,5H,6H,7H-pyrazolo[1,5-a]pyrazine-5-carboxylate O=C1N(CC2(CC2)C1)C=1C=NN2C1CN(CC2)C(=O)OC(C)(C)C